CN(C(=O)[C@@H]1CN(CC[C@H]1NC(=O)C1=NOC(=C1)C1=C(C=C(C=C1)F)F)C1CCC(CC1)(F)F)C (3R,4R)-1-(4,4-difluoro-cyclohexyl)-4-{[5-(2,4-difluoro-phenyl)-isoxazole-3-carbonyl]-amino}-piperidine-3-carboxylic acid dimethylamide